C[Si](CCOCN1C=CC=2C1=NC=C(N2)C2CC(CC2)O)(C)C 3-(5-((2-(trimethylsilyl)ethoxy)methyl)-5H-pyrrolo[2,3-b]pyrazin-2-yl)cyclopentan-1-ol